C(CC1=CC=CC=C1)C=1C(=O)NC(C1)=O phenethyl-maleimide